6-methyl-[1,1'-biphenyl]-3-carboxamide CC1=CC=C(C=C1C1=CC=CC=C1)C(=O)N